NC1=CC=C(C=N1)C1=NN(C(=C1C1=C2C=NNC2=CC(=C1Cl)C)C)C1CC2(CN(C2)C(C=C)=O)C1 1-(6-(3-(6-aminopyridin-3-yl)-4-(5-chloro-6-methyl-1H-indazol-4-yl)-5-methyl-1H-pyrazol-1-yl)-2-azaspiro[3.3]hept-2-yl)prop-2-en-1-one